N[C@H]1C[C@H](C1)NC(OC(C)(C)C)=O Tert-butyl cis-3-amino-1-cyclobutylcarbamate